tert-Butyl 6-(3-((2'-ethyl-5-fluoro-[1,1'-biphenyl]-2-yl)methyl)pyridin-4-yl)-2,6-diazaspiro[3.3]heptane-2-carboxylate C(C)C1=C(C=CC=C1)C1=C(C=CC(=C1)F)CC=1C=NC=CC1N1CC2(CN(C2)C(=O)OC(C)(C)C)C1